BrC1=CC2=C(C3=CC=CC=C3C(=C2C=C1)CO)CO 2-bromo-9,10-bis(hydroxymethyl)anthracene